N3-[(E)-(4-Fluoro-3-methoxy-phenyl)methylenamino]-N3-methyl-1,1-dioxo-1,2-benzothiazole-3,6-diamin FC1=C(C=C(C=C1)\C=N\N(C1=NS(C2=C1C=CC(=C2)N)(=O)=O)C)OC